FC1=C(C=CC=C1C(C)C=1C2=C(NN1)CCC2)/C=C/C(=O)OCC ethyl (E)-3-[2-fluoro-3-[1-(1,4,5,6-tetrahydrocyclopenta[c]pyrazol-3-yl)ethyl]phenyl]prop-2-enoate